O=C1NC(CC[C@@H]1N1C(C2=CC=CC(=C2C1=O)N1CCN(CC1)CCCOC1=CC=C(CNC2=C3N=CN(C3=NC=N2)C2CC(C2)NC(C2=NC(=CC=C2)C)=O)C=C1)=O)=O N-((1s,3s)-3-(6-((4-(3-(4-(2-(2,6-dioxopiperidin-3-yl)-1,3-dioxoisoindolin-4-yl)piperazin-1-yl)propoxy)benzyl)amino)-9H-purin-9-yl)cyclobutyl)-6-methylpicolinamide